3-(3-bromophenyl)-5-trifluoromethyl-1,3,4-oxadiazole BrC=1C=C(C=CC1)N1COC(=N1)C(F)(F)F